1,3,5,5,5-pentamethyl-1,1,3-triphenyltrisiloxane C[Si](O[Si](O[Si](C)(C)C)(C1=CC=CC=C1)C)(C1=CC=CC=C1)C1=CC=CC=C1